C(C1=CC=CC=C1)N[C@@H](CO)CO[Si](C1=CC=CC=C1)(C1=CC=CC=C1)C(C)(C)C (2S)-2-(benzylamino)-3-[tert-butyl-(diphenyl)silyl]oxy-propan-1-ol